(1R,2R,4S)-2-Hydroxy-2-(trifluoromethyl)-7-azabicyclo[2.2.1]heptan O[C@]1([C@H]2CC[C@@H](C1)N2)C(F)(F)F